Benzyl 5-bromo-2,3-dihydro-1H-isoindole-2-carboxylate BrC=1C=C2CN(CC2=CC1)C(=O)OCC1=CC=CC=C1